O(S(=O)(=O)C(F)(F)F)C=1CCC2(CC2)CC1 spiro[2.5]oct-6-en-6-yl triflate